(6-chloro-4-(cyclopentylamino)-pyridin-3-yl)methanol ClC1=CC(=C(C=N1)CO)NC1CCCC1